2-bromo-4'-chlorobenzophenone BrC1=C(C(=O)C2=CC=C(C=C2)Cl)C=CC=C1